CC1=C(C2=C(N=CN=C2NC2(CC2)C)O1)C(=O)N1CC=2N=CN=C(C2CC1)NC(C)C 6-methyl-N-(1-methylcyclopropyl)-5-{4-[(propan-2-yl)amino]-5h,6h,7h,8h-pyrido[3,4-d]pyrimidine-7-carbonyl}furo[2,3-d]pyrimidin-4-amine